C(C)(C)(C)OC(=O)N=S(=O)(C(C)C)C1=CC=C(C=C1)NC1=NC=C2C=CN=CC2=C1 7-((4-(N-(tert-butoxycarbonyl)propan-2-ylsulfonimidoyl)phenyl)amino)-2,6-naphthyridin